C1(CC1)C=1C(=C(C(=O)[O-])C=CC1)O 3-cyclopropyl-2-hydroxy-benzoate